2'-(2-phenylquinolin-7-yl)-5',6'-dihydro-4'H-spiro[cyclopropane-1,7'-pyrazolo[1,5-a]pyrimidine]-3'-carboxamide C1(=CC=CC=C1)C1=NC2=CC(=CC=C2C=C1)C1=NN2C(NCCC23CC3)=C1C(=O)N